OC1=CC=CC(C1)(O)O 2,4-dihydroxy-4-hydroxybenzene